BrC=1C(=C(C(=C(C1)OC(F)F)NC)N)C 4-Bromo-6-(difluoromethoxy)-N1,3-dimethyl-benzene-1,2-diamine